CC=1N=C(SC1)OC1=CC=C(C=O)C=C1 4-((4-methylthiazol-2-yl)oxy)benzaldehyde